2-fluoro-3-(1-(m-tolyl)pyrrolidin-3-yl)benzoic acid FC1=C(C(=O)O)C=CC=C1C1CN(CC1)C=1C=C(C=CC1)C